BrC=1SC(=NN1)OC1C(N2CCC1CC2)CC=2C=NC=CC2 trans-2-bromo-5-[2-(3-pyridylmethyl)quinuclidin-3-yl]oxy-1,3,4-thiadiazole